[Cl-].C(=C)C1=C(C[N+](C)(C)C)C=CC=C1 ortho-vinylbenzyltrimethylammonium chloride